4-(2-((6,6-dimethyl-2,4-dioxo-3-azabicyclo[3.1.0]hexan-3-yl)methyl)thieno[3,2-b]pyridin-7-yl)-6-methyl-5-((S)-2-methylpiperazine-1-carbonyl)picolinonitrile 2,2,2-trifluoroacetate FC(C(=O)O)(F)F.CC1(C2C(N(C(C12)=O)CC1=CC2=NC=CC(=C2S1)C1=CC(=NC(=C1C(=O)N1[C@H](CNCC1)C)C)C#N)=O)C